di-tert-butylhexane C(C)(C)(C)C(CCCCC)C(C)(C)C